7-(2-(6-(Difluoromethyl)imidazo[1,2-a]pyrazin-3-yl)pyrimidin-4-yl)hexahydro-3H-oxazolo[3,4-a]pyrazin-3-one FC(C=1N=CC=2N(C1)C(=CN2)C2=NC=CC(=N2)N2CC1N(CC2)C(OC1)=O)F